quinolylphenyl-phenoxyfluorine N1=C(C=CC2=CC=CC=C12)C=1C(=C(OF)C=CC1)C1=CC=CC=C1